3-((7,8-dimethoxy-2-oxo-2,3-dihydro-1H-imidazo[4,5-c]quinolin-1-yl)methyl)benzenesulfonamide COC=1C(=CC=2C3=C(C=NC2C1)NC(N3CC=3C=C(C=CC3)S(=O)(=O)N)=O)OC